N1-(bicyclo[1.1.1]pentan-1-yl)-N2-((S)-4-methyl-1-oxo-1-(((S)-3-oxo-1-((S)-2-oxopyrrolidin-3-yl)-4-(trifluoromethoxy)butan-2-yl)amino)pentan-2-yl)oxalamide C12(CC(C1)C2)NC(C(=O)N[C@H](C(N[C@@H](C[C@H]2C(NCC2)=O)C(COC(F)(F)F)=O)=O)CC(C)C)=O